(R)-1-(1-(6-(2-(1-cyanocyclopropyl)phenyl)pyridin-3-yl)-2-hydroxyethyl)-3-(2-ethynyl-thiazol-4-yl)urea C(#N)C1(CC1)C1=C(C=CC=C1)C1=CC=C(C=N1)[C@H](CO)NC(=O)NC=1N=C(SC1)C#C